(S)-4-(5-(5-fluoro-2-methoxypyridin-4-yl)-1H-pyrazole-3-carbonyl)-N-((5-methoxy-3-(trifluoromethyl)pyrazin-2-yl)methyl)-4-azaspiro[2.5]octane-7-carboxamide FC=1C(=CC(=NC1)OC)C1=CC(=NN1)C(=O)N1C2(CC2)C[C@H](CC1)C(=O)NCC1=NC=C(N=C1C(F)(F)F)OC